N''-(Cyclopropylmethyl)-2-methoxy-4-(trifluoromethyl)benzimidohydrazide C1(CC1)CN=C(C1=C(C=C(C=C1)C(F)(F)F)OC)NN